BrC1=CC(=C(C(=C1)O)O)C=NC1=CC=C(C=C1)Cl 5-bromo-3-((4-chloro-phenylimino)methyl)-benzene-1,2-diol